N-(2-(benzo[c][1,2,5]oxadiazol-5-yl)benzyl)-2-chloro-9-isopropyl-9H-purin-6-amine N=1ON=C2C1C=CC(=C2)C2=C(CNC1=C3N=CN(C3=NC(=N1)Cl)C(C)C)C=CC=C2